1-(5-(2-((4-bromo-2,6-dimethylphenyl)imino)-1-(4-(trifluoromethyl)phenyl)ethenyl)-2-methylfuran-3-yl)ethanone BrC1=CC(=C(C(=C1)C)N=C=C(C1=CC=C(C=C1)C(F)(F)F)C1=CC(=C(O1)C)C(C)=O)C